C1(=CC=C(C=C1)C1=CN=C(N1)[C@H]1NCCCC1)C (S)-2-(5-(p-tolyl)-1H-imidazol-2-yl)piperidin